C(C)(=O)C=1C=C(C=C2C(C(=C(OC12)S(=O)CC)C)=O)C(F)(F)F 8-acetyl-2-ethylsulfinyl-3-methyl-6-(trifluoromethyl)chromen-4-one